3-(methacryloyloxy)propylmethoxysilane C(C(=C)C)(=O)OCCC[SiH2]OC